S1OC=C2C1=CC=CO2 (4ar,7ar)-1,1-dioxathiolopyran